CC(C)(CCC(C)(OOC(C)(C)C)C)OOC(C)(C)C 2,5-dimethyl-2,5-di(tertbutylperoxy)hexane